1-(chloromethyl)-2,4-dimethylbenzene ClCC1=C(C=C(C=C1)C)C